OC(C(=O)C1=CC=C(C=C1)OCCO)(C)C hydroxy-4'-(2-hydroxyethoxy)-2-methyl-propiophenone